2-(2-ethoxy-1,1-difluoro-2-oxoethyl)-4-methoxypyridine-oxide C(C)OC(C(F)(F)C1=[N+](C=CC(=C1)OC)[O-])=O